(E)-(2'-(1-(4-methoxyphenyl)-2-(trimethylsilyl)vinyl)-[1,1'-biphenyl]-2-yl)diphenylphosphine COC1=CC=C(C=C1)/C(=C\[Si](C)(C)C)/C1=C(C=CC=C1)C1=C(C=CC=C1)P(C1=CC=CC=C1)C1=CC=CC=C1